CC1(C(C1)NC(C1=C(C=CC(=C1)CNC1=NC=NC2=C1SC=1N=NC(=C(C12)C)C)F)=O)C N-(2,2-dimethylcyclopropyl)-5-[[(3,4-dimethylpyrimido[4',5':4,5]thieno[2,3-c]pyridazin-8-yl)amino]methyl]-2-fluoro-benzamide